[C-]1(C=CC=C1)C(=O)N1CCN(CC1)S(=O)(=O)C1=C(C=CC=C1)C.[CH-]1C=CC=C1.[Fe+2] ferrocenyl-(4-(o-tolylsulfonyl)piperazin-1-yl)methanone